OC(=O)C(F)(F)F.CC1=CC=NN1C[C@@H]1C[C@H](CN1)NC(=O)C=1OC(=CN1)C1=CC(=CC=C1)OC(F)(F)F N-((3r,5s)-5-((5-methyl-1H-pyrazol-1-yl)methyl)pyrrolidin-3-yl)-5-(3-(trifluoromethoxy)phenyl)oxazole-2-carboxamide TFA salt